N-(4-(4-amino-5-(4-((4-aminopyrimidin-2-yl)oxy)-3-fluorophenyl)pyrazolo[5,1-f][1,2,4]triazin-6-yl)phenyl)acrylamide NC1=NC=NN2C1=C(C(=N2)C2=CC=C(C=C2)NC(C=C)=O)C2=CC(=C(C=C2)OC2=NC=CC(=N2)N)F